C1(CC1)C(CO)[C@@H]1N(C(OC1)(C)C)C(=O)OC(C)(C)C tert-butyl (4S)-4-(1-cyclopropyl-2-hydroxyethyl)-2,2-dimethyl-1,3-oxazolidine-3-carboxylate